BrC1=CC=C(C=C1)C1=NN2C(SC1)=NN=C2CCC=2C=NC=CC2 6-(4-Bromophenyl)-3-(2-(pyridine-3-yl)ethyl)-7H-[1,2,4]triazolo[3,4-b][1,3,4]thiadiazin